4-Fluoro-1,2-dimethoxybenzene FC1=CC(=C(C=C1)OC)OC